N[C@@H](CCC(=O)O)C(=O)O.N[C@H](C(=O)O)CCC(=O)N[C@@H](CS)C(=O)NCC(=O)O glutathione glutamate